COC(C(CO)C=1C=NC=C(C1)C1=CC(=C(C=C1)OC)OCCC)=O 3-hydroxy-2-(5-(4-methoxy-3-propoxyphenyl)pyridin-3-yl)propionic acid methyl ester